OC1(CC(C1)C(=O)N1CC2(C1)C[C@@H](CC2)OC2=C(C=C(C=C2)C(F)(F)F)C)C |r| (rac)-((1s,3s)-3-Hydroxy-3-methylcyclobutyl)(6-(2-methyl-4-(trifluoromethyl)phenoxy)-2-azaspiro[3.4]octan-2-yl)methanone